OC(C1CN(CCC1)C(=O)OC(C)(C)C)C=1N=NC(=C(C1C)C)C1=C(C=C(C=C1)C(F)(F)F)OC tert-butyl 3-(hydroxy(6-(2-methoxy-4-(trifluoromethyl)phenyl)-4,5-dimethylpyridazin-3-yl)methyl)piperidine-1-carboxylate